6-((1-acetyl-Piperidin-4-yl)amino)pyrimidine-4-carboxylic acid C(C)(=O)N1CCC(CC1)NC1=CC(=NC=N1)C(=O)O